1,1-dioxo-1,2-benzothiazol-3-yl-hydrazine O=S1(N=C(C2=C1C=CC=C2)NN)=O